O1CC=NCC=C1 2,5-dihydro-1,4-oxazepine